COC1=CC=C(C=C1)N1C(C(=CC2=CC=C(N=C12)OCC(F)(F)F)C1=CC(=C(C=C1)[N+](=O)[O-])NC)=O 1-(4-methoxyphenyl)-3-(3-(methylamino)-4-nitrophenyl)-7-(2,2,2-trifluoroethoxy)-1,8-naphthyridin-2(1H)-one